2-[3-(2-{2-azabicyclo[2.1.1]hexan-1-yl}ethynyl)pyridin-4-yl]-3-[(3-fluoro-2-methoxyphenyl)amino]-1H,5H,6H,7H-pyrrolo[3,2-c]pyridin-4-one C12(NCC(C1)C2)C#CC=2C=NC=CC2C2=C(C=1C(NCCC1N2)=O)NC2=C(C(=CC=C2)F)OC